3-bromo-2-(6-chloro-5-methylpyrazin-2-yl)-6-(thiazol-2-yl)pyridin-4-amine BrC=1C(=NC(=CC1N)C=1SC=CN1)C1=NC(=C(N=C1)C)Cl